4-(2,6-Dimethoxyphenyl)-5-(5-methylfuran-2-yl)-N-((pyrimidin-2-ylmethyl)sulfonyl)-4H-1,2,4-triazole-3-carboxamide COC1=C(C(=CC=C1)OC)N1C(=NN=C1C=1OC(=CC1)C)C(=O)NS(=O)(=O)CC1=NC=CC=N1